((3R,6S)-6-methylpiperidin-3-yl)carbamic acid tert-butyl ester C(C)(C)(C)OC(N[C@H]1CN[C@H](CC1)C)=O